OC(CCC=1N=C2N(C=C(C(=C2)C(=O)NCC(F)(F)F)NC(C2=NC(=CC=C2)C(F)(F)F)=O)C1)(C)C 2-(3-hydroxy-3-methylbutyl)-N-(2,2,2-trifluoroethyl)-6-(6-(trifluoromethyl)picolinamido)imidazo[1,2-a]pyridine-7-carboxamide